N4-(3-Methoxyphenyl)-N2-phenylpyrimidine-2,4-diamine COC=1C=C(C=CC1)NC1=NC(=NC=C1)NC1=CC=CC=C1